ClCCCC1(CN(CC1)C(=O)OC(C)(C)C)C#N tert-butyl 3-(3-chloropropyl)-3-cyano-pyrrolidine-1-carboxylate